N-(3-(benzyloxy)-6-oxo-6H-benzo[C]chromen-8-yl)-2-(piperidin-1-yl)acetamide C(C1=CC=CC=C1)OC1=CC=C2C3=C(C(OC2=C1)=O)C=C(C=C3)NC(CN3CCCCC3)=O